4-(5-cyano-2-methoxyphenyl)-6-methyl-N-(5-((1R,2R)-2-methylcyclobutane-1-carbonyl)-5,6-dihydro-4H-pyrrolo[3,4-d]thiazol-2-yl)nicotinamide C(#N)C=1C=CC(=C(C1)C1=CC(=NC=C1C(=O)NC=1SC2=C(N1)CN(C2)C(=O)[C@H]2[C@@H](CC2)C)C)OC